3-(prop-2-yn-1-yl)urea C(C#C)NC(N)=O